BrC=1C=C2CCC(CC2=CC1)O 6-bromo-1,2,3,4-tetrahydronaphthalen-2-ol